3-(4-(benzyloxy)phenyl)-3-(methylsulfonyl)oxetane C(C1=CC=CC=C1)OC1=CC=C(C=C1)C1(COC1)S(=O)(=O)C